BrC=1C=C(C=C2CCCN(C12)C1CC(N(C1)C(=O)[O-])(C)CO)Cl 4-(8-bromo-6-chloro-3,4-dihydroquinolin-1(2H)-yl)-2-(hydroxymethyl)-2-methylpyrrolidine-1-carboxylate